CC1CC2(C=3N1N=C(C3)C=3C=NC1=CC=CC=C1C3)CN(C2)C(=O)OCC Ethyl 6'-methyl-2'-(quinolin-3-yl)-5',6'-dihydrospiro[azetidine-3,4'-pyrrolo[1,2-b]pyrazole]-1-carboxylate